7-(3-(2,4-dimethylpyridin-3-yl)-7,8-dihydro-1,6-naphthyridin-6(5H)-yl)-8-methyl-4H-pyrimido[1,2-b]pyridazin-4-one CC1=NC=CC(=C1C=1C=NC=2CCN(CC2C1)C=1C(=CC=2N(N1)C(C=CN2)=O)C)C